(s,E)-6-Amino-3-(3-(cyanomethylene)-1',2'-dihydrospiro[cyclobutane-1,3'-pyrrolo[2,3-b]pyridin]-5'-yl)-2-fluoro-N,N-dimethylbenzamide NC1=CC=C(C(=C1C(=O)N(C)C)F)C=1C=C2C(=NC1)NCC21CC(C1)=CC#N